tert-butyl 2-[1-[6-methyl-2-[4-(3-methylmorpholin-4-yl)phenyl]-4-oxo-chromen-8-yl]ethylamino]benzoate CC=1C=C2C(C=C(OC2=C(C1)C(C)NC1=C(C(=O)OC(C)(C)C)C=CC=C1)C1=CC=C(C=C1)N1C(COCC1)C)=O